9-chloro-1,1-dipentoxynonane ClCCCCCCCCC(OCCCCC)OCCCCC